3-(aminomethyl)-1-N-Boc-aniline CC(C)(C)OC(=O)NC1=CC=CC(=C1)CN